C(C=C)C1(CC(C2(OCCO2)CC1)(C)C)O 8-allyl-6,6-dimethyl-1,4-dioxaspiro[4.5]decan-8-ol